CN(C1CC(CC1)N1N=CC(=C1)B1OC(C(O1)(C)C)(C)C)C N,N-dimethyl-3-[4-(4,4,5,5-tetramethyl-1,3,2-dioxaborolan-2-yl)-1H-pyrazol-1-yl]cyclopentan-1-amine